BrC=1C=C(SC1Br)C(=O)N[C@H](C(=O)NC=1C(N(C=CC1)CC(=O)NC1C2CC3CC(CC1C3)C2)=O)CCC(C(=O)NC)=O (S)-2-(4,5-Dibromothiophene-2-carboxamido)-N1-(1-(2-(2-adamantylamino)-2-oxoethyl)-2-oxo-1,2-dihydropyridin-3-yl)-N6-methyl-5-oxohexandiamid